FC(C(C)N1N=C(C2=CC=CC=C12)C(=O)OC)(F)F methyl 1-(1,1,1-trifluoropropan-2-yl)-1H-indazole-3-carboxylate